C(CCC)OOC(CCC(C)(C(C)(C)C)C(C)(C)C)=O n-butyl-4,4-di-t-butylperoxyvalerate